COCCNCOC 2-methoxy-N-(methoxymethyl)ethan-1-amine